6-methyl-3-morpholino-7-(2,3,5-trifluorophenyl)pyrazolo[5,1-b]Thiazole-2-carboxamide CC1=NN2C(SC(=C2N2CCOCC2)C(=O)N)=C1C1=C(C(=CC(=C1)F)F)F